FC=1C=CC(=NC1)N1CC(CC1)C1=C(C=O)C=C(C=C1)O 2-(1-(5-fluoropyridin-yl)pyrrolidin-3-yl)-5-hydroxybenzaldehyde